N-methyl-6-(7-(4-(trifluoromethyl)phenoxy)-3,4-dihydroisoquinolin-2(1H)-yl)pyrazine-2-carboxamide CNC(=O)C1=NC(=CN=C1)N1CC2=CC(=CC=C2CC1)OC1=CC=C(C=C1)C(F)(F)F